C(CCCCCCCCCCCCCCCCC)C(C(=O)O)(CSCCC(=O)O)CCCCCCCCCCCCCCCCCC.S1CCC(=O)OCCCCCCCCCCCCCCCCCCSCCCCCCCCCCCCCCCCCCOC(CC1)=O thiodistearyl thiodipropionate (distearylthiodipropionate)